C(C)(C)(C)OC(=O)N[C@H](C(=O)N1[C@@H](C[C@H](C1)O)C(=O)OC)C(C)(C)C methyl (2S,4R)-1-{(2S)-2-[(t-butoxycarbonyl)amino]-3,3-dimethylbutanoyl}-4-hydroxypyrrolidine-2-carboxylate